2-(4-(1-(4-(2-((2-(2,6-Dioxopiperidin-3-yl)-1,3-dioxoisoindolin-4-yl)oxy)acetamido)butyl)-1H-1,2,3-triazol-4-yl)phenyl)imidazo[1,2-a]pyridin O=C1NC(CCC1N1C(C2=CC=CC(=C2C1=O)OCC(=O)NCCCCN1N=NC(=C1)C1=CC=C(C=C1)C=1N=C2N(C=CC=C2)C1)=O)=O